methyl (2R)-2-[benzyloxycarbonyl-[2-(tert-butoxycarbonylamino) ethyl]amino]-4-phenyl-butanoate C(C1=CC=CC=C1)OC(=O)N([C@@H](C(=O)OC)CCC1=CC=CC=C1)CCNC(=O)OC(C)(C)C